FC1=CC=C(C=N1)C=1C=2N(C=C(C1)O)N=CC2C#N 4-(6-fluoro-3-pyridyl)-6-hydroxy-pyrazolo[1,5-a]pyridine-3-carbonitrile